(S)-N-(3-(5-(7-aminohept-1-yn-1-yl)-1H-pyrrol-2-yl)prop-2-yn-1-yl)-2-(4-(4-chlorophenyl)-2,3,9-trimethyl-6H-thieno[3,2-f][1,2,4]triazolo[4,3-a][1,4]diazepin-6-yl)acetamide NCCCCCC#CC1=CC=C(N1)C#CCNC(C[C@H]1C=2N(C3=C(C(=N1)C1=CC=C(C=C1)Cl)C(=C(S3)C)C)C(=NN2)C)=O